N1CCC(CC1)C1=NN(C=C1)C1=NC=2N(C(=C1)N1CCOCC1)N=C(C2)C2=CC=NC=C2 4-(5-(3-(piperidin-4-yl)-1H-pyrazol-1-yl)-2-(pyridin-4-yl)pyrazolo[1,5-a]pyrimidin-7-yl)morpholine